(6S)-6-hydroxy-8-trimethylsilyl-oct-7-ynoic acid methyl ester COC(CCCC[C@@H](C#C[Si](C)(C)C)O)=O